4-benzyl-1,3,4-oxathiazinane 3,3-dioxide C(C1=CC=CC=C1)N1S(COCC1)(=O)=O